12-oxo-6a,7,9,10-tetrahydro-12H-pyrazino[2,1-c]Pyrido[3,4-f][1,4]Oxazepine O=C1N2C(COC3=C1C=NC=C3)CNCC2